C(CC(C)C)C1=C(C(=O)N)C=CC=C1 isopentylbenzamide